Tertiary butyl-phenol C(C)(C)(C)C1=C(C=CC=C1)O